silylacetone [SiH3]CC(C)=O